3-fluoro-4-((6-isopropoxy-7-methoxy-1,5-naphthyridin-4-yl)oxy)aniline FC=1C=C(N)C=CC1OC1=CC=NC2=CC(=C(N=C12)OC(C)C)OC